tert-Butyl 5-(hydroxymethyl)-5,6,9,10-tetrahydro-4H-isoxazolo[3,4-c]pyrido[4',3':3,4]pyrazolo-[1,5-a]azepine-11(12H)-carboxylate OCC1CC=2C(C=3N(C1)N=C1C3CN(CC1)C(=O)OC(C)(C)C)=NOC2